5,6-dimethyl-4,7,17-trioxo-3,10,13-trioxa-6,16-diaza-heneicosane-21-oic acid CC(C(OCC)=O)N(C(CCOCCOCCNC(CCCC(=O)O)=O)=O)C